2-(5-iodo-2-(2-methoxyethoxy)-3-methyl-4-oxo-3H-pyrrolo[2,3-d]pyrimidin-7(4H)-yl)acetic acid IC1=CN(C=2N=C(N(C(C21)=O)C)OCCOC)CC(=O)O